Methyl-3-{3-[1-(4-amino-3-methyl-1H-pyrazolo[3,4-d]pyrimidin-1-yl)ethyl]-5-chloro-6-cyano-2-ethoxyphenyl}azetidine CN1CC(C1)C1=C(C(=CC(=C1C#N)Cl)C(C)N1N=C(C=2C1=NC=NC2N)C)OCC